COC1=NC=C(C(=N1)OC)C=1C=C(C=2N(N1)C=CN2)OCC(CCC(=O)NCC(F)(F)F)(F)F 5-((6-(2,4-dimethoxypyrimidin-5-yl)imidazo[1,2-b]pyridazin-8-yl)oxy)-4,4-difluoro-N-(2,2,2-trifluoroethyl)pentanamide